(3,4-epoxycyclohexyl)methyltripropoxysilane C1(CC2C(CC1)O2)C[Si](OCCC)(OCCC)OCCC